methyl 3-bromo-4-[4-(trifluoromethyl)-1H-imidazol-2-yl]benzoate BrC=1C=C(C(=O)OC)C=CC1C=1NC=C(N1)C(F)(F)F